Cl.CC1C2(CC1(C2)N)C(=O)O.C(C2=CN=CC=C2)N[C@@H](CCOC2CC(C2)CCC2=NC=1NCCCC1C=C2)C(=O)O N-nicotinyl-O-(3-(2-(5,6,7,8-tetrahydro-1,8-naphthyridin-2-yl)ethyl)cyclobutyl)homoserine methyl-3-aminobicyclo[1.1.1]pentane-1-carboxylate hydrochloride